2-Butyl-2-ethyl-1,3-propan-diol C(CCC)C(CO)(CO)CC